C1(=CC=CC=C1)N1N=CC(=C1)C=1SC=C(N1)C(=O)N1CCN(CC1)C(C)C 1-[2-(1-phenyl-1H-pyrazol-4-yl)-1,3-thiazole-4-carbonyl]-4-(propan-2-yl)piperazine